2-(5-{[(1R,3s,5S)-8-Azabicyclo[3.2.1]octan-3-yl](methyl)amino}[1,3]thiazolo[5,4-d][1,3]thiazol-2-yl)-5-bromopyridin-3-ol Hydrochlorid Cl.[C@H]12CC(C[C@H](CC1)N2)N(C=2SC1=C(N2)SC(=N1)C1=NC=C(C=C1O)Br)C